(E)-5-Methylamino-2-(4-(2-(pyridin-4-yl)vinyl)-[2,4'-bipyrimidin]-2'-yl)isoindoline CNC=1C=C2CN(CC2=CC1)C1=NC=CC(=N1)C1=NC=CC(=N1)\C=C\C1=CC=NC=C1